C(C1=CC=CC=C1)OCCS(=O)[O-].[Ca+2].C(CC)C(CCCCCCCC)C1=CC=CC2=CC=CC=C12.C(C1=CC=CC=C1)OCCS(=O)[O-] (1-propylnonyl)naphthalene calcium 2-(benzyloxy)ethane-1-sulfinate